FC=1C(=CC2=C(N(C(=N2)C2=CC=C(C=C2)S(=O)(=O)C)C)C1)C1CCN(CC1)C1CC2CCC(C1)N2CC(C)C 6-fluoro-5-(1-(8-isobutyl-8-azabicyclo[3.2.1]octan-3-yl)piperidin-4-yl)-1-methyl-2-(4-(methylsulfonyl)phenyl)-1H-benzo[d]imidazole